C(C)(C)(C)P(C)C t-butyldimethylphosphine